N-[7-benzyloxy-5-fluoro-6-(1,1,4-trioxo-1,2,5-thiadiazolidin-2-yl)-2-naphthyl]-2-[4-[1-(2,6-dioxo-3-piperidyl)-3-methyl-2-oxo-benzimidazol-5-yl]-3-oxo-piperazin-1-yl]acetamide C(C1=CC=CC=C1)OC1=C(C(=C2C=CC(=CC2=C1)NC(CN1CC(N(CC1)C1=CC2=C(N(C(N2C)=O)C2C(NC(CC2)=O)=O)C=C1)=O)=O)F)N1S(NC(C1)=O)(=O)=O